4-((S)-3-((R)-3-cyclopropyl-3-phenylpropanamido)-2-(dimethylamino)propyl)benzamide C1(CC1)[C@@H](CC(=O)NC[C@H](CC1=CC=C(C(=O)N)C=C1)N(C)C)C1=CC=CC=C1